O1CCC(=CC1)C=1C(=C(C=NC1C)C(=O)NC1=CC(=C(C=C1)OC1=CC=NC2=CC=C(N=C12)OC)F)O 5-(3,6-Dihydro-2H-pyran-4-yl)-N-[3-fluoro-4-[(6-methoxy-1,5-naphthyridin-4-yl)oxy]phenyl]-4-hydroxy-6-methylpyridine-3-carboxamide